4-cyclopentyl-5,11-dihydro-4H-3,4,10,11-tetraazadibenzo[cd,h]azulene C1(CCCC1)N1CC2=C3C(C=CC3=C3C(C=C2)=CC=NN3)=N1